N1N=CC(=C1)C1=CC=C(CNC=2C=CC(=C(C2)NC(CCC2=CC=CC=C2)=O)F)C=C1 N-(5-((4-(1H-pyrazole-4-yl)benzyl)amino)-2-fluorophenyl)-3-phenylpropanamide